N-(4-Chlorobenzyl)-6-((1-((difluoromethyl)sulfonyl)cyclopropyl)methyl)-1-methyl-7-oxo-4,5,6,7-tetrahydro-1H-pyrazolo[3,4-c]pyridine-3-carboxamide ClC1=CC=C(CNC(=O)C2=NN(C=3C(N(CCC32)CC3(CC3)S(=O)(=O)C(F)F)=O)C)C=C1